C(C)C(CC)NC=1C=C(C=C2C=C(NC12)C1=CC=CC=C1)COCCOC N-(1-ethylpropyl)-5-(2-methoxyethoxymethyl)-2-phenyl-1H-indol-7-amine